C(C)(C)(C)OC(=O)N1CC(OCC1)COC1=CC(=C(C=C1)N1CCNCC1)F 2-((3-fluoro-4-(piperazin-1-yl)phenoxy)methyl)morpholine-4-carboxylic acid tert-butyl ester